FC1(CN(CC1OCCN1CCCCC1)C1=NC=NN2C1=CC(=C2)C=2C(NC(NC2)=O)=O)F 5-[4-[3,3-difluoro-4-[2-(1-piperidinyl)ethoxy]pyrrolidin-1-yl]pyrrolo[2,1-f][1,2,4]triazin-6-yl]-1H-pyrimidine-2,4-dione